OCC1CCC(CC1)C(=O)N1CC2=CC=C(C=C2CC1)C1C(NC(CC1)=O)=O 3-(2-((1r,4r)-4-(hydroxymethyl)cyclohexane-1-carbonyl)-1,2,3,4-tetrahydroisoquinolin-6-yl)piperidine-2,6-dione